(2S,11aR)-6-(((S)-1-fluoropropan-2-yl)oxy)-8-methyl-2-((2-oxo-1,2,3,4-tetrahydroquinoline-7-yl)oxy)-2,3,11,11a-tetrahydro-1H,5H-benzo[f]pyrrolo[2,1-c][1,4]oxazepin-5-one FC[C@H](C)OC1=CC(=CC2=C1C(N1[C@@H](CO2)C[C@@H](C1)OC1=CC=C2CCC(NC2=C1)=O)=O)C